FC=1C(=C(C=CC1)C(=O)N1[C@@H]2[C@@H](C[C@H](C1)C2)NC2=NC=C(C=C2)C(F)(F)F)N2N=CC=N2 (3-fluoro-2-(2H-1,2,3-triazol-2-yl)phenyl)((1S,4S,6R)-6-((5-(trifluoromethyl)pyridin-2-yl)amino)-2-azabicyclo[2.2.1]heptan-2-yl)methanone